2-(3,5-dichloro-4-((1-isopropyl-6-oxo-1,6-dihydropyridin-3-yl)oxy)phenyl)-6-(fluoromethyl)-1,2,4-triazine-3,5(2H,4H)-dione ClC=1C=C(C=C(C1OC1=CN(C(C=C1)=O)C(C)C)Cl)N1N=C(C(NC1=O)=O)CF